FC1=C(C(=C(C=C1OC)OC)F)C1=CC=2C=NC(=CC2C(O1)=O)N[C@H]1[C@H](CNC1)NC(C=C)=O N-((3S,4R)-4-((3-(2,6-difluoro-3,5-dimethoxyphenyl)-1-oxo-1H-pyrano[4,3-c]pyridin-7-yl)amino)pyrrolidin-3-yl)acrylamide